5-((1H-indole-3-yl)methyl)thiazolidine-2,4-dione N1C=C(C2=CC=CC=C12)CC1C(NC(S1)=O)=O